ethyldiisopropyl-amine C(C)N(C(C)C)C(C)C